1-[(6-chloropyridin-3-yl)methyl]-3-[4-methyl-3-(pyridin-4-yl)-1H-pyrazol-5-yl]urea ClC1=CC=C(C=N1)CNC(=O)NC1=C(C(=NN1)C1=CC=NC=C1)C